ClC=1C(=C(C(=CC1Cl)Cl)OC(C(=O)OC1=C(C(=C(C=C1Cl)Cl)Cl)C(=O)OCCCC(CC)C)=O)C(=O)OCCCC(CC)C bis{3,4,6-trichloro-2-[(4-methylhexyloxy) carbonyl] phenyl}oxalate